di(o-methylphenyl)naphthylphosphine oxide CC1=C(C=CC=C1)P(C1=CC=CC2=CC=CC=C12)(C1=C(C=CC=C1)C)=O